C(C)OC(C1=CN=C(C(=C1)C=1C=CC=2N(N1)C=C(N2)NC(C)=O)C)=O 5-(2-acetamidoimidazo[1,2-b]pyridazin-6-yl)-6-methylnicotinic acid ethyl ester